3-bromo-5-(2-bromoacetyl)-2-hydroxybenzoamide BrC=1C(=C(C(=O)N)C=C(C1)C(CBr)=O)O